N(=O)C1=CC=C(C=C1)N(C1=CC=C(C=C1)N=O)C1=CC=C(C=C1)N=O tri(4-nitrosophenyl)amine